8-chloro-1,2,3,4-tetrahydrobenzo[4,5]imidazo[1,2-a]pyrazine ClC=1C=CC2=C(N=C3N2CCNC3)C1